2-[[butylhydroxyphosphinyl]oxy]pentanedioic acid C(CCC)P(=O)(OC(C(=O)O)CCC(=O)O)O